Ethyl-5-(1-methyl-1H-indol-6-yl)-1H-pyrazole C(C)N1N=CC=C1C1=CC=C2C=CN(C2=C1)C